C(C)C1=CN=C2N1C=C(C=N2)C=2C=CN1N=C(N=CC12)C1(CCC(CC1)N)N 1-(5-(3-ethylimidazo[1,2-a]pyrimidin-6-yl)pyrrolo[2,1-f][1,2,4]triazin-2-yl)cyclohexane-1,4-diamine